N-(4-fluoro-3-methylphenyl)-1,2,4-trimethyl-5-(2-oxo-2-((6-(trifluoromethyl)pyridin-3-yl)amino)acetyl)-1H-pyrrole-3-carboxamide FC1=C(C=C(C=C1)NC(=O)C1=C(N(C(=C1C)C(C(NC=1C=NC(=CC1)C(F)(F)F)=O)=O)C)C)C